3-(benzylidene)isoindolin-1-one C(C1=CC=CC=C1)=C1NC(C2=CC=CC=C12)=O